C(CCCCCCC\C=C/CCCCCCCC)(=O)OC[C@@H](O)COP(=O)(O)OCC[N+](C)(C)C 1-(9Z-oleoyl)-sn-glycero-3-phosphorylcholine